4-({1,4-dioxaspiro[4.5]decan-8-yl}amino)-1-(2,2,2-trifluoroethyl)-1H-indol O1CCOC12CCC(CC2)NC2=C1C=CN(C1=CC=C2)CC(F)(F)F